11-oxo-2-(2-(piperazin-1-yl)pyridin-4-yl)-8-(trifluoromethoxy)-10,11-dihydrodibenzo[b,f][1,4]oxazepine-7-carbonitrile O=C1NC2=C(OC3=C1C=C(C=C3)C3=CC(=NC=C3)N3CCNCC3)C=C(C(=C2)OC(F)(F)F)C#N